[O-]CC.[Ga+3].[O-]CC.[O-]CC Gallium ethoxid